NC1=NC(=C2N=CN(C2=N1)[C@H]1C[C@H](C1)COP(=O)(OC1=CC=CC=C1)N[C@@H](C)C(=O)OC)OC Methyl (((cis-3-(2-amino-6-methoxy-9H-purin-9-yl) cyclobutyl) methoxy)(phenoxy) phosphoryl)-L-alaninate